bis-di-tert-butyl-dichloro-(4-dimethylaminophenyl)palladium (II) phosphate P(=O)([O-])([O-])[O-].C(C)(C)(C)[Pd-3](C1=CC=C(C=C1)N(C)C)(Cl)(Cl)C(C)(C)C.C(C)(C)(C)[Pd-3](C1=CC=C(C=C1)N(C)C)(Cl)(Cl)C(C)(C)C